thieno[3',2':3,4]quinolino[1,2-b]cinnolin-8-ium tetrafluoroborate F[B-](F)(F)F.C1=CSC2=C1C=1[N+](=NC=3C=CC=CC3C1)C1=CC=CC=C21